((6-(4-(4-cyclohexyl-1H-pyrazol-1-yl)piperidin-1-yl)-6-oxohexyl)amino)-2-(2,6-dioxopiperidin-3-yl)isoindoline-1,3-dione C1(CCCCC1)C=1C=NN(C1)C1CCN(CC1)C(CCCCCNC1=C2C(N(C(C2=CC=C1)=O)C1C(NC(CC1)=O)=O)=O)=O